CS(=O)(=O)C(C)C1=NC=CC(=C1)C(=O)OC methyl 2-(1-methylsulfonylethyl)pyridine-4-carboxylate